C(#N)C1=CC(=C(OC2=NC(=NC=3CCN(CCC32)C(=O)[C@H]3N(CCC3)C(=O)OC(C)(C)C)NC3=C(C=CC=C3)C#N)C(=C1)C)C (S)-Tert-butyl 2-(4-(4-cyano-2,6-dimethylphenoxy)-2-((cyanophenyl)amino)-6,7,8,9-tetrahydro-5H-pyrimido[4,5-d]azepine-7-carbonyl)pyrrolidine-1-carboxylate